C(C)OC=1C=C(C=C(C1)OC(F)(F)F)B(O)O 3-ETHOXY-5-(TRIFLUOROMETHOXY)PHENYLBORONIC ACID